peroxyundecylic acid C(CCCCCCCCCC)(=O)OO